tetracosyl glutamate N[C@@H](CCC(=O)[O-])C(=O)OCCCCCCCCCCCCCCCCCCCCCCCC